4-nitrophenyl 5-((diethoxyphosphoryl)difluoromethyl)benzo[b]thiophene-2-carboxylate C(C)OP(=O)(OCC)C(C1=CC2=C(SC(=C2)C(=O)OC2=CC=C(C=C2)[N+](=O)[O-])C=C1)(F)F